vinylpyridinium toluenesulfonate C(C1=CC=CC=C1)S(=O)(=O)[O-].C(=C)[N+]1=CC=CC=C1